bisphenol diphosphonite P(O)OPO.C1(=CC=CC=C1)O.C1(=CC=CC=C1)O